(2r,3s,4r,5r)-2-(2-amino-6-methoxy-purin-9-yl)-5-(hydroxymethyl)oxazolidine-3,4-diol NC1=NC(=C2N=CN(C2=N1)[C@H]1O[C@@H]([C@H](N1O)O)CO)OC